3-fluoro-2-(5-hydroxypentyl)benzoic acid tert-butyl ester C(C)(C)(C)OC(C1=C(C(=CC=C1)F)CCCCCO)=O